C1(CC1)C(=O)NC1=CC(=C(N=N1)C(=O)NC([2H])([2H])[2H])NC1=C(C(=CC=C1)C1=NC=C(C=N1)C(CF)(C)O)OC 6-(cyclopropanecarboxamido)-4-((3-(5-(1-fluoro-2-hydroxypropan-2-yl)pyrimidin-2-yl)-2-methoxyphenyl)amino)-N-(methyl-d3)pyridazine-3-carboxamide